1-(2-aminopropyl)-N-(2-(difluoromethoxy)-6-methylpyridin-3-yl)-3-(2-isopropylphenyl)azetidine-3-carboxamide NC(CN1CC(C1)(C(=O)NC=1C(=NC(=CC1)C)OC(F)F)C1=C(C=CC=C1)C(C)C)C